O[C@H]1C[C@H](N(C1)C)C(=O)O (2S,4S)-4-hydroxy-1-methyl-pyrrolidine-2-carboxylic acid